N1(CCCC1)C1C[C@H]2CC[C@@H](C1)N2C(=O)OC(C)(C)C tert-Butyl (1R,3r,5S)-3-(pyrrolidin-1-yl)-8-azabicyclo[3.2.1]octane-8-carboxylate